Cl.CC1=C(OC=2C3=C(N=C(N2)NC2=C(C#N)C=CC=C2)CNCC3)C(=CC=C1)C ((4-(2,6-Dimethylphenoxy)-5,6,7,8-tetrahydropyrido[3,4-d]pyrimidine-2-yl)amino)-benzonitrile hydrochloride